tert-butyl (3S)-3-[(4-{4-[(4-{[(dimethylamino)methylidene]amino}-2-methylnaphthalen-1-yl)oxy]-2-methyl-1,3-thiazol-5-yl}pyrimidin-2-yl)amino]piperidine-1-carboxylate CN(C)C=NC1=CC(=C(C2=CC=CC=C12)OC=1N=C(SC1C1=NC(=NC=C1)N[C@@H]1CN(CCC1)C(=O)OC(C)(C)C)C)C